1-(4-(3-((5-(2-methoxy-4-phenoxyphenyl)-7-methyl-7H-pyrrolo[2,3-d]pyrimidin-6-yl)ethynyl)azetidin-1-yl)piperidin-1-yl)prop-2-en-1-one COC1=C(C=CC(=C1)OC1=CC=CC=C1)C1=C(N(C=2N=CN=CC21)C)C#CC2CN(C2)C2CCN(CC2)C(C=C)=O